C(C1=CC=CC(=N1)C(=O)OC)([2H])([2H])[2H] methyl 6-(methyl-d3)picolinate